methyl 1-(2-(2,2,7-trifluoro-3-oxo-6-(perfluorophenyl)-2,3-dihydro-4H-benzo[b][1,4]oxazin-4-yl)acetyl)azetidine-3-carboxylate FC1(C(N(C2=C(O1)C=C(C(=C2)C2=C(C(=C(C(=C2F)F)F)F)F)F)CC(=O)N2CC(C2)C(=O)OC)=O)F